CC=1C(=NC=CC1)C=1SC(=CN1)NC1=NC=CC(=C1)C 2-(3-methylpyridin-2-yl)-N-(4-methylpyridin-2-yl)thiazol-5-amine